[5-(1H-benzimidazol-2-yl)-1-[(4-methoxyphenyl)methyl]pyrazol-3-yl]-6-[4-(1-hydroxyl-methyl-ethyl)-1-piperidyl]pyridine-3-carboxamide N1C(=NC2=C1C=CC=C2)C2=CC(=NN2CC2=CC=C(C=C2)OC)C2=NC(=CC=C2C(=O)N)N2CCC(CC2)C(C)(O)C